(R)-N-(4-(3-(thieno[3,2-d]pyrimidin-2-ylamino)pyrrolidin-1-yl)quinazolin-7-yl)acrylamide N1=C(N=CC2=C1C=CS2)N[C@H]2CN(CC2)C2=NC=NC1=CC(=CC=C21)NC(C=C)=O